C(C)C1=C(C=2C=C3C(=C(C(=CC=4C(C(C(=C(C5=C(C(=C(N5)C=C1N2)C)C(=O)N2CCCCC2)CC(=O)OC)N4)CCC(=O)OC)C)N3)C)C=C)C methyl 3-(18-ethyl-5-(2-methoxy-2-oxoethyl)-2,8,12,17-tetramethyl-3-(piperidine-1-carbonyl)-13-vinyl-7H,8H-porphyrin-7-yl)propanoate